[4-(2-azidoethoxy)phenyl](4-butoxyphenyl)diazene N(=[N+]=[N-])CCOC1=CC=C(C=C1)N=NC1=CC=C(C=C1)OCCCC